C[Si]1(CCN(CC1)C1=C(C(=O)NC=2C(N(C=CC2)[C@@H]2C[C@@H](CC2)C(F)(F)F)=O)C=CC(=C1)NS(=O)(=O)CCO)C 2-(4,4-dimethyl-1,4-azasilinan-1-yl)-4-((2-hydroxyethyl)sulfonamido)-N-(2-oxo-1-((1S,3R)-3-(trifluoromethyl)cyclopentyl)-1,2-dihydropyridin-3-yl)benzamide